C1(=CC=CC=C1)NC1=NC=NC=C1C#N 4-(phenylamino)pyrimidine-5-carbonitrile